methyl-n-butyl-phosphonous acid CC(CCC)P(O)O